C(C)S(=O)(=O)C1=CNC2=CC=CC=C12 3-ethylsulfonyl-1H-indole